1-benzyl-1,2,3,6-tetrahydropyridin-4-yl-2,2,6,6-d4 trifluoromethanesulfonate FC(S(=O)(=O)OC=1CC(N(C(C1)([2H])[2H])CC1=CC=CC=C1)([2H])[2H])(F)F